C(C1=CC=CC=C1)OC1COCCC1(S(=O)(=O)[O-])O.[K+] potassium 3-(benzyloxy)-4-hydroxytetrahydro-2H-pyran-4-sulfonate